BrC1=C(C(=CC=C1)C(F)(F)F)F 1-bromo-3-(trifluoromethyl)-2-fluorobenzene